N1CCC2(CC1)COC1=C2C=C(C=C1)CNC(OC(C)(C)C)=O tert-butyl ((2H-spiro[benzofuran-3,4'-piperidin]-5-yl) methyl)carbamate